FC=1C=CC(=C2C=C(N(C12)CCNC1=NC=NC(=C1)C1=CC2=C(NC(=N2)C)C=C1)C)OC [2-(7-Fluoro-4-methoxy-2-methyl-indol-1-yl)-ethyl]-[6-(2-methyl-1H-benzoimidazol-5-yl)-pyrimidin-4-yl]-amin